1-((2-(2,6-dioxopiperidin-3-yl)-1-oxoisoindolin-5-yl)methyl)-3-(2-hydroxy-5-methoxyphenyl)urea O=C1NC(CCC1N1C(C2=CC=C(C=C2C1)CNC(=O)NC1=C(C=CC(=C1)OC)O)=O)=O